CP(ON1C(CCC2=CC(=CN=C12)\C=C\C(=O)N(CC=1OC2=C(C1C)C=CC=C2)C)=O)([O-])=O {6-[(1E)-3-{methyl [(3-methyl-1-benzofuran-2-yl) methyl] amino}-3-oxoprop-1-en-1-yl]-2-oxo-3,4-dihydro-1,8-naphthyridin-1(2H)-yl} methylphosphonate